CC1CN(CC(C1)C)C=1C=C(C=CC1C1=NN=C(N1C)SC1=CC=CC=C1)NC(=O)C1CC1 N-[3-(3,5-dimethylpiperidin-1-yl)-4-(4-methyl-5-phenylsulfanyl-1,2,4-triazol-3-yl)phenyl]cyclopropanecarboxamide